N1=NN(C2=NC=CC=C21)C2=CC(=C(C(=O)N(C1=NC=CC=C1)[C@H]1CNCCC1)C=C2)F (R)-4-(3H-[1,2,3]triazolo[4,5-b]pyridin-3-yl)-2-fluoro-N-(piperidin-3-yl)-N-(pyridin-2-yl)benzamide